FC1=C(C=C(C=C1)F)C1=CC2=C(O[C@H](CN2S(=O)(=O)C2=CC(=C(C=C2)F)OC)CNC([C@@](C(F)(F)F)(C)O)=O)C=C1 (R)-N-(((S)-6-(2,5-difluorophenyl)-4-((4-fluoro-3-methoxyphenyl)sulfonyl)-3,4-dihydro-2H-benzo[b][1,4]oxazin-2-yl)methyl)-3,3,3-trifluoro-2-hydroxy-2-methylpropanamide